C(C)(C)OC(CC=1NC2=CC=CC=C2C1CC(N1CCN(CC1)C)=O)=O 2-[3-(2-oxo-2-(1-methyl-piperazin-4-yl)-ethyl)-1H-indol-2-yl]-acetic acid isopropyl ester